5,7-dimethyl-4'-n-butyl-flavone CC1=C2C(C=C(OC2=CC(=C1)C)C1=CC=C(C=C1)CCCC)=O